Methyl 2-amino-4-bromo-3-fluoro-5-formylbenzoate NC1=C(C(=O)OC)C=C(C(=C1F)Br)C=O